FC(C(=O)O)(F)F.FC(C(=O)O)(F)F.C1(=CC=CC=C1)C1CC(NC1)C(=O)N 4-phenylpyrrolidine-2-carboxamide bis-trifluoroacetate